2-hydroxy-hexanoic acid cyclohexylmethyl-{2-[3-endo-(3-hydroxyphenyl)-8-azabicyclo[3.2.1]oct-8-yl]ethyl}amide C1(CCCCC1)CN(C(C(CCCC)O)=O)CCN1C2CC(CC1CC2)C2=CC(=CC=C2)O